5-(3,4-Dichlorophenyl)-1,3-oxazol ClC=1C=C(C=CC1Cl)C1=CN=CO1